NC1(CCC(CC1)NC1=CC=C(C=C1)C(C)(C)CC)C(=O)O 1-amino-4-((4-(tert-pentyl)phenyl)amino)cyclohexane-1-carboxylic acid